COC(=O)N1[C@H]([C@H](CCC1)NS(=O)(=O)C)CO[C@@H]1CC[C@@H](CC1)C1=CC=CC=C1.NC=1C=C(C=CC1)[Si](OC)(OC)OC m-aminophenyltrimethoxysilane methyl-(2R,3S)-3-((methylsulfonyl)amino)-2-(((cis-4-phenylcyclohexyl)oxy)methyl)-piperidine-1-carboxylate